C(#C)C1=C2C(=CC(=CC2=CC=C1F)C#N)C1=C(C=2N=C(N=C(C2C=N1)N(C[C@@H]1NCCCC1)C)N1CCOCC1)F (R)-5-ethynyl-6-fluoro-4-(8-fluoro-4-(methyl(piperidin-2-ylmethyl)amino)-2-morpholinopyrido[4,3-d]pyrimidin-7-yl)-2-naphthonitrile